C(C)(C)S(=O)(=O)N1C=CC2=CC=CC=C12 (isopropylsulfonyl)-1H-indole